(6aR,10aR)-1-hydroxy-6,6,9-trimethyl-3-heptyl-6a,7,8,10a-tetrahydrobenzo[c]chromene-2-carboxylic acid OC1=C2[C@H]3[C@H](C(OC2=CC(=C1C(=O)O)CCCCCCC)(C)C)CCC(=C3)C